8-amino-5-bromo-7-[7-fluoro-1-(oxan-2-yl)indazol-4-yl]-10H-pyrido[2,3-f]quinoxalin-9-one NC1=C(C2=C(C=3N=CC=NC3C(=C2)Br)NC1=O)C1=C2C=NN(C2=C(C=C1)F)C1OCCCC1